COC(=O)N1[C@H](CCC2=C3C(=CC=C12)N(C(=N3)C(C)OC3=CC=CC=C3)C3CC(CCC3)C(=O)O)C 3-((7S)-6-(methoxycarbonyl)-7-methyl-2-(1-phenoxyethyl)-6,7,8,9-tetrahydro-3H-imidazo[4,5-f]quinolin-3-yl)cyclohexane-1-carboxylic acid